COC(C1=C(N=C(C=C1)Cl)N1CCC(CCC1)(F)F)=O 6-chloro-2-(4,4-difluoroazepan-1-yl)nicotinic acid methyl ester